CCCCCCC(=O)O 6-Methyl-Caproic Acid